mono-sodium phosphate dihydrate O.O.P(=O)([O-])(O)O.[Na+]